BrC=1C=CC(=NC1OC)/N=C/NO (E)-N'-(5-bromo-6-methoxypyridin-2-yl)-N-hydroxymethanimidamide